trihexyl(methoxymethyl)phosphonium C(CCCCC)[P+](COC)(CCCCCC)CCCCCC